1-(1,2-benzoxazol-3-yl)-1-fluoromethane-sulfonamide O1N=C(C2=C1C=CC=C2)C(S(=O)(=O)N)F